C(C1=CC=CC=C1)OC(=O)NCCCN(CCCNC(OC(C)(C)C)=O)CC1CCCCC1 tert-butyl (3-((3-(((benzyloxy)carbonyl)amino)propyl) (cyclohexylmethyl)amino)propyl)carbamate